O1C[C@@H](CC1)C(=O)N1CCN(CC1)C=1C=C(C=NC1)NC1=CC=C(C=N1)C1=CC=C(C=C1)N1C(CCC1)=O (R)-1-(4-(6-((5-(4-(tetrahydrofuran-3-carbonyl)piperazin-1-yl)pyridin-3-yl)-amino)pyridin-3-yl)phenyl)pyrrolidin-2-one